piperidine isethionate S(=O)(=O)(O)CCO.N1CCCCC1